BrC=1C=C(C=NC(C(=O)O)CC2=CC=C(C=C2)O)C=C(C1)OC(C1=CC=C(C=C1)C)=O 2-(3-bromo-5-(4-meth-ylbenzoyloxy)benzylideneamino)-3-(4-hydroxyphenyl)propanoic acid